CC1=CC=CC(=N1)C=1N=C2N(C=CC=C2)C1C1=NC(=NC=C1)NCCCN1CCCCC1 4-(2-(6-methylpyridin-2-yl)imidazo[1,2-a]pyridin-3-yl)-N-(3-(piperidin-1-yl)propyl)pyrimidin-2-amine